3-(4-(2-(2-chlorophenyl)-6-(benzenesulfonyl)imidazo[4,5-d]pyrrolo[2,3-b]pyridine-1(6H)-yl)-1H-pyrazol-1-yl)propionitrile ClC1=C(C=CC=C1)C1=NC=2C(=C3C(=NC2)N(C=C3)S(=O)(=O)C3=CC=CC=C3)N1C=1C=NN(C1)CCC#N